C1(=CCCCC1)C=1C=C2C(C=C(OC2=CC1)C1=CC(=C(C=C1)O)O)=O 6-(Cyclohex-1-en-1-yl)-2-(3,4-dihydroxyphenyl)-4H-chromen-4-one